2-chloro-ε,ε,4,5-tetrafluoro-benzenehexanoic acid ClC1=C(C=C(C(=C1)F)F)C(CCCCC(=O)O)(F)F